5-(2-fluorophenyl)-1-(pyridine-3-sulfonyl)pyrrole FC1=C(C=CC=C1)C1=CC=CN1S(=O)(=O)C=1C=NC=CC1